C(C)N(S(=O)(=O)C)C1=C(C=CC=C1)NC=1C2=C(N=C(N1)NC1=CC(=C(C=C1)N1CCN(CC1)C)F)NC=C2 N-ethyl-N-(2-((2-((3-fluoro-4-(4-methylpiperazin-1-yl)phenyl)amino)-7H-pyrrolo[2,3-d]pyrimidin-4-yl)amino)phenyl)methanesulfonamide